C(#C)[C@@H]1O[C@@H]([C@@H]([C@@H]([C@H]1NC(C)=O)O)O)CO N-[(2S,3R,4R,5R,6R)-2-ethynyl-4,5-dihydroxy-6-(hydroxymethyl)tetrahydropyran-3-yl]acetamide